4,4-bis(oct-3-yn-1-yloxy)butanoic acid 6-bromohexyl ester BrCCCCCCOC(CCC(OCCC#CCCCC)OCCC#CCCCC)=O